NC1=NC2=CC=C(C=C2C=C1C)C(=O)N(CC1=NC=C(C=C1)C(F)(F)F)[C@H]1C[C@@H]2CCC[C@H]2CC1 2-amino-3-methyl-N-((3aS,5R,7aS)-octahydro-1H-inden-5-yl)-N-((5-(trifluoromethyl)-2-pyridinyl)methyl)-6-quinolinecarboxamide